FC=1C=NC=CC1C=1C=NN2C1N=CC(=C2)CN2CCCC2 3-(3-Fluoropyridin-4-yl)-6-(pyrrolidin-1-ylmethyl)pyrazolo[1,5-a]pyrimidine